COC=1C=NC=C(C1N)CC(C)(C)C 3-methoxy-5-neopentylpyridin-4-amine